cis-N-(8-chloro-6-(4-ethylpyridin-3-yl)isoquinolin-3-yl)-2-cyanocyclopropane-1-carboxamide ClC=1C=C(C=C2C=C(N=CC12)NC(=O)[C@H]1[C@H](C1)C#N)C=1C=NC=CC1CC